methyl (1R,3S)-3-aminocyclopentanecarboxylate N[C@@H]1C[C@@H](CC1)C(=O)OC